2-(bromonaphthyl)triphenylene BrC1=C(C2=CC=CC=C2C=C1)C1=CC=2C3=CC=CC=C3C3=CC=CC=C3C2C=C1